COC1=CC2=C(N=C(S2)N2CC3C4C=CC(C3C2)C4)C=C1 4-(6-methoxy-1,3-benzothiazol-2-yl)-4-azatricyclo[5.2.1.02,6]dec-8-ene